C(C)(C)(C)C=1C=C(N(N1)C)NC(NC=1SC(=CN1)CCC1=CC(=NC=C1)NC(=O)C1CCC1)=O Cyclobutanecarboxylic acid [4-(2-{2-[3-(5-tert-butyl-2-methyl-2H-pyrazol-3-yl)-ureido]-thiazol-5-yl}-ethyl)-pyridin-2-yl]-amide